CC1=NC=NN1CCCC=1N=C(SC1)NC(=O)NC1=CC=CC=C1 1-(4-(3-(5-methyl-1H-1,2,4-triazole-1-yl)propyl)thiazole-2-yl)-3-phenylurea